COCC=1C(C(CC1)C=CC(CO)C)(C)C 4-[3-(methoxymethyl)-2,2-dimethyl-cyclopent-3-en-1-yl]-2-methyl-but-3-en-1-ol